Cl.Cl.C[C@H]1CN(C[C@@H](N1C)C)[C@@H](C(=O)O)C (R)-2-((3S,5S)-3,4,5-trimethylpiperazin-1-yl)propanoic acid dihydrochloride